2-methyl-1,4-benzenediylbis(4-[4-[(1-oxo-2-propenyl) oxy] butoxy] benzoate) CC1=C(C=CC(=C1)C1=C(C(=O)[O-])C=CC(=C1)OCCCCOC(C=C)=O)C1=C(C(=O)[O-])C=CC(=C1)OCCCCOC(C=C)=O